(2S)-2-amino-5-[[(1S)-1-carboxy-2-(3,4-diacetoxyphenyl)ethyl]amino]-5-oxo-pentanoic acid N[C@H](C(=O)O)CCC(=O)N[C@@H](CC1=CC(=C(C=C1)OC(C)=O)OC(C)=O)C(=O)O